CC1C(CCCC1)O 2-METHYLCYCLOHEXANOL